4-((4-(2,2-difluoroethyl)-2-(6-hydroxy-5-(methoxycarbonyl)pyridin-2-yl)piperazin-1-yl)methyl)-5-methoxy-7-methyl-1H-indole-1-carboxylate FC(CN1CC(N(CC1)CC1=C2C=CN(C2=C(C=C1OC)C)C(=O)[O-])C1=NC(=C(C=C1)C(=O)OC)O)F